C(C)(C)(C)OC(=O)N1C(NC2=C1C=CC(=C2)F)=O.C(C2=CC=CC=C2)OC2CC1N(C(C2)C1)C(=O)C1=NC=CC=C1 (trans-3-(benzyloxy)-6-azabicyclo[3.1.1]hept-6-yl)(pyridin-2-yl)methanone tert-butyl-5-fluoro-2-oxo-2,3-dihydro-1H-benzo[d]imidazole-1-carboxylate